ClC=1N=C(C2=C(N1)C(=CS2)C(F)(F)F)N[C@H](CN2CCNCC2)C 2-chloro-N-[(2S)-1-(piperazin-1-yl)propan-2-yl]-7-(trifluoromethyl)thieno[3,2-d]pyrimidin-4-amine